(4-amino-2-spiro[2.5]oct-5-en-6-ylphenyl)-N-[2-(4,4-difluoropiperidinyl)-6-methylpyridin-4-yl]carboxamide NC1=CC(=C(C=C1)C(=O)NC1=CC(=NC(=C1)C)N1CCC(CC1)(F)F)C1=CCC2(CC2)CC1